O=C1NC(CCC1N1C(C2=CC=CC(=C2C1=O)N1CCC(CC1)CC(=O)N1CCCCC1)=O)=O 1-(2-(1-(2-(2,6-dioxopiperidin-3-yl)-1,3-dioxoisoindolin-4-yl)piperidin-4-yl)acetyl)piperidin